S1C(=NC2=C1C=CC=C2)C=2C(OC=1C([C-]2)=CC=2C(CCN3CCC(C1C23)(C)C)(C)C)=O 10-(2-benzothiazolyl)-1,1,7,7-tetramethyl-11-oxo-1,2,3,5,6,7-hexahydro-11H-[1]benzopyrano[6,7,8-ij]quinolizine-9-id